ethylparaben sodium salt [Na].C(C)OC(=O)C1=CC=C(O)C=C1